(Z)-6-((2,6-dimethylbenzyl)sulfonyl)-2-(4-hydroxy-2,6-dimethoxybenzylidene)-2H-benzo[b][1,4]thiazin-3(4H)-one CC1=C(CS(=O)(=O)C2=CC3=C(S\C(\C(N3)=O)=C/C3=C(C=C(C=C3OC)O)OC)C=C2)C(=CC=C1)C